Lithium Lithium chlorid [Cl-].[Li+].[Li+].[Cl-]